C(C)OC(ON=[N+](N(CC)CC)[O-])ON=[N+](N(CC)CC)[O-] 7-Ethoxy-3,11-diethyl-6,8-dioxa-3,4,5,9,10,11-hexaazatridec-4,9-diene 4,10-dioxide